3-(2,3-difluorophenyl)-5-methyl-8,9-dihydropyrido[3',2':4,5]pyrrolo[1,2-a]pyrazin FC1=C(C=CC=C1F)C1=CC=2C(=C3N(CCN=C3)C2N=C1)C